ClC1=NC(=CC(=N1)OC1=NC=2C=CC3=C(C2N=C1)C1=C(S3)C(N[C@@H](CN1)C)=O)C1CC1 (R)-3-((2-chloro-6-cyclopropylpyrimidin-4-yl)oxy)-10-methyl-9,10,11,12-tetrahydro-8H-[1,4]diazepino[5',6':4,5]thieno[3,2-f]quinoxalin-8-one